1-(1-(4-cyano-3-trifluoromethylphenyl)-1H-pyrazol-3-yl)-3-(4-fluorophenyl)urea C(#N)C1=C(C=C(C=C1)N1N=C(C=C1)NC(=O)NC1=CC=C(C=C1)F)C(F)(F)F